FC(C(C)C1=CC(=NC=C1)C(=O)NC1=CC(=C(C=C1)C)C=1C=NC2=CC(=NC=C2C1)N(C)CC1=CC=C(C=C1)OC)F 4-(1,1-difluoroprop-2-yl)-N-(3-(7-((4-methoxybenzyl)(methyl)amino)-1,6-naphthyridin-3-yl)-4-methylphenyl)pyridineamide